2-(2'-hydroxyethoxy)-hexane OCCOC(C)CCCC